(2S,5S)-2-(1-(4-bromophenyl)-3-(5-fluoropyridin-2-yl)-1H-pyrazol-4-yl)-5-methyl-3-(2-(2-oxo-2,3-dihydro-1H-benzo[d]imidazol-5-yl)ethyl)oxazole BrC1=CC=C(C=C1)N1N=C(C(=C1)[C@@H]1OC(=CN1CCC1=CC2=C(NC(N2)=O)C=C1)C)C1=NC=C(C=C1)F